(3S)-3-[9H-fluoren-9-ylmethoxycarbonyl-(methyl)amino]-4-oxo-4-piperidin-1-ylbutanoic acid C1=CC=CC=2C3=CC=CC=C3C(C12)COC(=O)N([C@@H](CC(=O)O)C(N1CCCCC1)=O)C